benzyl (S)-4-(6-methyl-7-(8-methylnaphthalen-1-yl)-2-((1-methylpyrrolidin-2-yl)methoxy)-8-oxo-7,8-dihydropyrimido[5,4-d]pyrimidin-4-yl)piperazine-1-carboxylate CC=1N(C(C=2N=C(N=C(C2N1)N1CCN(CC1)C(=O)OCC1=CC=CC=C1)OC[C@H]1N(CCC1)C)=O)C1=CC=CC2=CC=CC(=C12)C